2-(2-methoxy-1-(6-methoxypyridin-3-yl)ethyl)-6-(phenylsulfonyl)phthalazin COCC(C=1C=NC(=CC1)OC)N1CC2=CC=C(C=C2C=N1)S(=O)(=O)C1=CC=CC=C1